C(C)(C)(C)[C@]1(C2(C[C@H]1[C@H]1N3C(C4=CC=CC=C14)=CN=C3)C3CN(CC2CC3)C(=O)O)O.N3=CC(=CC=C3)C(CCCN3C=NC=2N=C(NC(C32)=O)N)=O 7-[4-(3-pyridinyl)-4-oxobutan-1-yl]guanine tert-butyl-(2'R,3'S)-2'-hydroxy-3'-((R)-5H-imidazo[5,1-a]isoindol-5-yl)-3-azaspiro[bicyclo[3.2.1]octane-8,1'-cyclobutane]-3-carboxylate